4-((cyclopropylmethyl)amino)-1-phenyl-7-(trifluoromethyl)quinazolin-2(1H)-one C1(CC1)CNC1=NC(N(C2=CC(=CC=C12)C(F)(F)F)C1=CC=CC=C1)=O